2-[[2-(2,2,2-trifluoroethyl)triazol-4-yl]methyl]-2,6-diazaspiro[3.3]heptane FC(CN1N=CC(=N1)CN1CC2(C1)CNC2)(F)F